(2,2-dichloro-2-hydroxy-ethyl) phosphonate P(OCC(O)(Cl)Cl)([O-])=O